ClC=1C=C(C=CC1F)NC(N(C)[C@@H](C)C1=NNC(C2=CC(=CC=C12)F)=O)=O (S)-3-(3-chloro-4-fluorophenyl)-1-(1-(6-fluoro-4-oxo-3,4-dihydrophthalazin-1-yl)ethyl)-1-methylurea